S(N)(=O)(=O)NC1CC(C1)NC=1C(=NON1)C1=NOC(N1C1=CC(=C(C=C1)F)Br)=O (4-((3-(sulfamylamino)cyclobutyl)amino)-1,2,5-oxadiazol-3-yl)-4-(3-bromo-4-fluorophenyl)-1,2,4-oxadiazol-5(4H)-one